(S)-N-(4-((2-((5-(2-cyanopropan-2-yl)-1-(tetrahydrofuran-3-yl)-1H-pyrazol-3-yl)amino)-7-methoxy-1-methyl-1H-imidazo[4,5-b]pyridin-6-yl)oxy)pyridin-2-yl)acetamide C(#N)C(C)(C)C1=CC(=NN1[C@@H]1COCC1)NC=1N(C=2C(=NC=C(C2OC)OC2=CC(=NC=C2)NC(C)=O)N1)C